ClC1=CC=C(C(=O)N(C)[C@H](CN2CC(C2)O)C2CC2)C=C1 (S)-4-Chloro-N-(1-cyclopropyl-2-(3-hydroxyazetidin-1-yl)ethyl)-N-methylbenzamide